BrC1=NC=CC(=N1)N1CCC(CC1)OC1CC(C1)OC1=NC=C(C=C1)C=1C=CC=2C3=C(N(C2C1)C)C=CN=C3 2-bromo-4-[4-[(1r,3r)-3-[(5-[5-methyl-5H-pyrido[4,3-b]indol-7-yl]pyridin-2-yl)oxy]cyclobutoxy]piperidin-1-yl]pyrimidine